1-{4-[(2-{3-[(4-methanesulfonyl-2-methoxyphenyl)amino]prop-1-yn-1-yl}-1-(2,2,2-trifluoroethyl)-1H-indol-4-yl)amino]piperidin-1-yl}-3-[(2-methylpropanoyl)oxy]propan CS(=O)(=O)C1=CC(=C(C=C1)NCC#CC=1N(C2=CC=CC(=C2C1)NC1CCN(CC1)CCCOC(C(C)C)=O)CC(F)(F)F)OC